NC=1N=NC(=CC1N1CC(N(CC1)C(C(C)(C)C)=O)C)C1=C(C=CC=C1)O 1-(4-(3-amino-6-(2-hydroxyphenyl)pyridazin-4-yl)-2-methylpiperazin-1-yl)-2,2-dimethylpropan-1-one